11-chloro-3-(4-fluorophenyl)-8-hydroxy-10-(trifluoromethyl)-3,4-dihydro-[1,4]thiazepino[2,3,4-ij]quinazolin-6(2H)-one ClC1=C(C=C2C(=NC(N3C2=C1SCC(C3)C3=CC=C(C=C3)F)=O)O)C(F)(F)F